N,N-dimethylanilinium tetrakis(3,5-dimethyl-phenyl)borate CC=1C=C(C=C(C1)C)[B-](C1=CC(=CC(=C1)C)C)(C1=CC(=CC(=C1)C)C)C1=CC(=CC(=C1)C)C.C[NH+](C1=CC=CC=C1)C